2-hydroxy-2-(2-methylbenzo[d]thiazol-4-yl)acetic acid OC(C(=O)O)C1=CC=CC2=C1N=C(S2)C